N(=[N+]=[N-])[C@@]1(CC[C@@H](N2C(C=3N([C@@H]1C2)C=C(C(C3OCC3=CC=CC=C3)=O)C(NCC3=C(C=C(C=C3F)F)F)=O)=O)C)CCC(=O)OCC ethyl 3-((3S,6S,7R)-6-azido-12-(benzyloxy)-3-methyl-1,11-dioxo-10-((2,4,6-trifluorobenzyl)carbamoyl)-1,4,5,6,7,11-hexahydro-3H-2,7-methanopyrido[1,2-a][1,4]diazonin-6-yl)propanoate